2-[1-cyclobutyl-6-(pyrimidin-2-yl)-1H-1,3-benzodiazol-2-yl]-5-methoxy-1-methyl-6-oxo-1,6-dihydropyrimidine-4-carboxylic acid C1(CCC1)N1C(=NC2=C1C=C(C=C2)C2=NC=CC=N2)C=2N(C(C(=C(N2)C(=O)O)OC)=O)C